(2S,5S)-5-[(S)-3-(4-Hydroxy-phenyl)-2-phenylacetylamino-propionylamino]-4-oxo-1,2,4,5,6,7-hexahydro-azepino[3,2,1-hi]indole-2-carboxylic acid (1H-[1,2,3]triazol-4-ylmethyl)-amide N1N=NC(=C1)CNC(=O)[C@H]1N2C3=C(C=CC=C3C1)CC[C@@H](C2=O)N(C(CCC2=CC=C(C=C2)O)=O)NC(CC2=CC=CC=C2)=O